C1(=CC=CC=2[Se]C3=C(C21)C=CC=C3)C=3C(=C(C=CC3)C=3C(=CC=CC3)C3=CC=CC=C3)C3=NN=NC(=C3C3=CC=CC=C3)C3=CC=CC=C3 dibenzoselenophenyl-(diphenyltriazinyl)terbenzene